5-chloro-N-(2,4-difluoro-3-(1H-pyrazolo[3,4-b]pyridin-5-ylethynyl)phenyl)-2-methoxypyridine-3-sulfonamide ClC=1C=C(C(=NC1)OC)S(=O)(=O)NC1=C(C(=C(C=C1)F)C#CC=1C=C2C(=NC1)NN=C2)F